OC(CCC)C1=CC(=C(C=N1)C=1C=2N(C3=CC(=NC=C3C1)NC(=O)C1COC1)C=CN2)C.[P].[In].[Ag] silver-indium phosphorus N-(4-(6-(1-hydroxybutyl)-4-methylpyridin-3-yl)imidazo[1,2-a][1,6]naphthyridin-8-yl)oxetane-3-carboxamide